7-bromo-6-(methoxymethyloxy)-3-(2,2,2-trifluoroethyl)quinazolin-4(3H)-one BrC1=C(C=C2C(N(C=NC2=C1)CC(F)(F)F)=O)OCOC